(S)-1,1,1-trifluoropropan-2-amine hydrochloride Cl.FC([C@H](C)N)(F)F